O.S(=O)(=O)([O-])[O-].[Fe+3].S(=O)(=O)([O-])[O-].S(=O)(=O)([O-])[O-].[Fe+3] iron(III) sulfate hydrate